FC1=CC(=CC2=C1N=C(S2)C=2C=C(C=C1C(N(C=NC21)C)=O)C)OC 8-(4-fluoro-6-methoxybenzo[d]thiazol-2-yl)-3,6-dimethylquinazolin-4(3H)-one